C1(=CC=CC=C1)C1=C(C=CC(=C1)C1(C2=CC=CC=C2C=2C=CC=CC12)C1=CC(=C(C=C1)O)C1=CC=CC=C1)O 2,2'-diphenyl-4,4'-(9H-fluoren-9-ylidene)bisphenol